FC1=C(C(=CC(=C1)NC1CN(C1)CCCF)F)[C@H]1N([C@@H](CC2=C1NC1=CC=CC=C21)C)C21CC(C2)(C1)C(=O)N 3-((1R,3R)-1-(2,6-difluoro-4-((1-(3-fluoropropyl)azetidin-3-yl)amino)phenyl)-3-methyl-1,3,4,9-tetrahydro-2H-pyrido[3,4-b]indol-2-yl)bicyclo[1.1.1]pentane-1-carboxamide